7-methoxy-6-(4,4,5,5-tetramethyl-1,3,2-dioxaborolan-2-yl)imidazo[1,2-a]pyridine COC1=CC=2N(C=C1B1OC(C(O1)(C)C)(C)C)C=CN2